ethyl 4-(7-bromobenzo[b]thiophen-2-yl)-5-carbamoyl-2-(4-fluorophenethyl)-6-isobutyl-1,4-dihydropyridine-3-carboxylate BrC1=CC=CC2=C1SC(=C2)C2C(=C(NC(=C2C(N)=O)CC(C)C)CCC2=CC=C(C=C2)F)C(=O)OCC